zinc bis(dimethylamino thioformate) CN(C)C(=S)[O-].CN(C)C(=S)[O-].[Zn+2]